N1=CN=C2NC=NC2=C1C=1C(=NC=CC1)NC=1C=C(C=CC1C)NC(CC1CCC(CC1)(F)F)=O N-(3-((3-(9H-purin-6-yl)pyridin-2-yl)amino)-4-methylphenyl)-2-(4,4-difluoro-cyclohexyl)acetamide